C(CCC)N(C(=O)NC1=CC=CC=C1)CC1=CC=C(C=C1)C(=O)NNCC 1-butyl-1-(4-(2-ethylhydrazine-1-carbonyl)benzyl)-3-phenylurea